CN(C(=O)C1CC(C1)C)C=1C=C2C(=NC1)N=C(N2)C2=NNC=1C[C@@]3([C@H](CC21)C3)C (1r,3S)-N,3-Dimethyl-N-(2-((4aS,5aR)-5a-methyl-1,4,4a,5,5a,6-hexahydrocyclopropa[f]indazol-3-yl)-1H-imidazo[4,5-b]pyridin-6-yl)cyclobutane-1-carboxamide